(dimethyl-cyclopentadienyl)tris(dimethylamino)hafnium CC=1C(C=CC1)(C)[Hf](N(C)C)(N(C)C)N(C)C